[N+](=O)([O-])C1=C(C=C(C=C1)[N+](=O)[O-])S(=O)(=O)Cl 2,5-dinitrobenzenesulfonyl chloride